2-(2-methyl-5-isopropylcyclohexyloxy)-1,3-propanediol CC1C(CC(CC1)C(C)C)OC(CO)CO